C(C)(C)(C)OC(=O)N[C@@H](CC(=O)OCC)C=1C=C(C=CC1F)C1=C(C=C(C=C1C)C)O Ethyl (S)-3-((tert-butoxycarbonyl)amino)-3-(4-fluoro-2'-hydroxy-4',6'-dimethyl-[1,1'-biphenyl]-3-yl)propanoate